BrC1=CN(C2=NC=C(C(=C21)N[C@H]2C[C@@H](CC2)NC(=O)OC)C(=O)OC)S(=O)(=O)C2=CC=CC=C2 Methyl 3-bromo-4-(((1R,3R)-3-((methoxycarbonyl)amino)cyclopentyl)amino)-1-(phenylsulfonyl)-1H-pyrrolo[2,3-b]pyridine-5-carboxylate